(1S,4S)-2-methanesulfonyl-2,5-diazabicyclo[2.2.1]Heptane hydrochloride Cl.CS(=O)(=O)N1[C@@H]2CN[C@H](C1)C2